ClC=1C=C2C(=NC(=NC2=C(C1C1=C2C=NNC2=CC=C1C)F)NC=1C=NN(C1)C)N1CCN(CC1)C(C=C)=O 1-(4-(6-chloro-8-fluoro-7-(5-methyl-1H-indazol-4-yl)-2-(1-methyl-1H-pyrazol-4-ylamino)quinazolin-4-yl)piperazin-1-yl)prop-2-en-1-one